tert-butyl 4-({1-[5-(2,4-dioxo-1,3-diazinan-1-yl)pyridin-2-yl]piperidin-4-yl}methyl)piperazine-1-carboxylate O=C1N(CCC(N1)=O)C=1C=CC(=NC1)N1CCC(CC1)CN1CCN(CC1)C(=O)OC(C)(C)C